4-cyclopropyl-N-((S)-(4,4-difluorocyclohexyl)(7-(((R*)-2-oxo-5-(trifluoromethyl)tetrahydropyrimidin-1(2H)-yl)methyl)imidazo[1,2-b]pyridazin-2-yl)methyl)-1,2,5-oxadiazole-3-carboxamide C1(CC1)C=1C(=NON1)C(=O)N[C@H](C=1N=C2N(N=CC(=C2)CN2C(NC[C@H](C2)C(F)(F)F)=O)C1)C1CCC(CC1)(F)F |o1:25|